1-(4-(Benzo[d][1,3]dioxazol-5-ylamino)-3-cyano-7-methoxyquinolin-6-yl)-3-(1-ethylpiperidin-4-yl)urea O1NOC2=C1C=CC(=C2)NC2=C(C=NC1=CC(=C(C=C21)NC(=O)NC2CCN(CC2)CC)OC)C#N